ClC=1C=C(OC2=CC(=C(C=C2F)S(=O)(=O)NC2=NC=NS2)F)C=C(C1)C(F)(F)F 4-[3-chloro-5-(trifluoromethyl)phenoxy]-2,5-difluoro-N-(1,2,4-thiadiazol-5-yl)benzene-1-sulfonamide